6-bromo-4-hydroxy-2-methyl-7H,8H-pyrido[2,3-d]pyrimidin-7-one BrC1=CC2=C(N=C(N=C2O)C)NC1=O